CC1(C(N(CC1)C(=O)NC1=CC=C(C(=N1)C)OC1=CC(=NC=C1)N(C(OC(C)(C)C)=O)C)=O)C tert-butyl (4-((6-(3,3-dimethyl-2-oxopyrrolidine-1-carboxamido)-2-methylpyridin-3-yl)oxy) pyridin-2-yl)(methyl)carbamate